NC1=NC=NC2=C(C=C(C=C12)N1CCOCC1)C(=O)NC1=C2C=CN=C(C2=CC=C1C)NC1=C(C(=CC=C1)Cl)F 4-amino-N-(1-((3-chloro-2-fluorophenyl)amino)-6-methylisoquinolin-5-yl)-6-morpholinoquinazoline-8-carboxamide